[Na+].CN(CCS(=O)(=O)[O-])C(CCCCCCCCCCCCCCCCC)=O Methyl-stearoyl-taurine sodium salt